7-(5-chloro-2-(2-(2,5,5-trimethyl-4,6-dioxo-5,6,7,8-tetrahydroquinazolin-3(4H)-yl)ethoxy)phenyl)-5-methyl-thieno[3,2-b]pyridine-3-carboxylic acid ClC=1C=CC(=C(C1)C1=C2C(=NC(=C1)C)C(=CS2)C(=O)O)OCCN2C(=NC=1CCC(C(C1C2=O)(C)C)=O)C